FC1=C2CCN(C2=CC(=C1)F)CC=1C=C(C=C2C(C=C(OC12)N1CCOCC1)=O)C(=O)NC 8-((4,6-difluoroindolin-1-yl)methyl)-N-methyl-2-morpholino-4-oxo-4H-chromen-6-carboxamide